C1(CC1)CCC1=C(N=C(N1C(=O)N)OC)C1(CCOCC1)C (2-Cyclopropylethyl)-2-methoxy-4-(4-methyltetrahydro-2H-pyran-4-yl)-1H-imidazole-1-carboxamide